ClC1=C(C=C(C=C1)CC(=O)O)[C@@H](CN[C@H](C1=CC=CC=C1)[C@H]1CNC2=C(O1)N=CC=C2)C |o1:11| 2-(4-chloro-3-((S or R)-1-(((R)-((R)-2,3-dihydro-1H-pyrido[2,3-b][1,4]oxazin-3-yl)(phenyl)methyl)amino)propan-2-yl)phenyl)acetic acid